C(C)(C)(C)OC(=O)[C@@H]1CCC=2N1C(C(=CN2)N(CC2=CC(=CC(=C2)C)OC)CC)=O.FC(C=2C=CC=CC2)F 5-difluoromethyl-benzene tert-Butyl-(S)-3-(ethyl(3-methoxy-5-methylbenzyl)amino)-4-oxo-4,6,7,8-tetrahydropyrrolo[1,2-a]pyrimidine-6-carboxylate